COC=1C=C2CCN(CC2=CC1NC1=NC=C2C(=N1)N(N=C2)C[C@H]2N(CCC2)C(=O)N)C (2S)-2-[[6-[(6-methoxy-2-methyl-3,4-dihydro-1H-isoquinolin-7-yl)amino]pyrazolo[3,4-d]pyrimidin-1-yl]methyl]pyrrolidine-1-carboxamide